[(1R,2S,3S,5R)-2,3-dihydroxy-6,6-dimethylbicyclo[3.1.1]heptan-2-yl]methyl acetate C(C)(=O)OC[C@]1([C@H]2C([C@@H](C[C@@H]1O)C2)(C)C)O